COC1=CC(=CC(=C1O)O)C(=O)O 3-O-methylgallic acid